ClC=1C=CC(=NC1)CN1C(=NC=2N(C(N(C(C12)=O)CCCO)=O)C)OC1=C(C=CC=C1)F 7-((5-chloropyridin-2-yl)methyl)-8-(2-fluorophenoxy)-1-(3-hydroxypropyl)-3-methyl-1H-purine-2,6(3H,7H)-dione